1-((cis)-bicyclo[3.1.0]hexan-3-yl)-4-((5-bromo-3-fluoropyridin-2-yl)methyl)piperazine-2,3-dione C12CC(CC2C1)N1C(C(N(CC1)CC1=NC=C(C=C1F)Br)=O)=O